ClC=1N=C(C=2CCN(CC2C1C#N)CC=1C(=NC(=CC1)C1(COC1)F)C)NCC#N 3-chloro-1-[(cyanomethyl)amino]-6-{[6-(3-fluorooxetan-3-yl)-2-methylpyridin-3-yl]methyl}-7,8-dihydro-5H-2,6-naphthyridine-4-carbonitrile